[(3S,4R)-3,4-difluoropyrrolidin-1-yl]-[6-(2,4-dimethoxypyrimidin-5-yl)-8-[(1S,2S)-2-(4-fluorophenyl)cyclopropyl]imidazo[1,2-b]pyridazin-2-yl]methanone F[C@H]1CN(C[C@H]1F)C(=O)C=1N=C2N(N=C(C=C2[C@@H]2[C@H](C2)C2=CC=C(C=C2)F)C=2C(=NC(=NC2)OC)OC)C1